C(C1=CC=CC=C1)OC(=O)NC1CCC(CC1)NCC=1C=NN(C1)CC(=O)OCC Ethyl 2-(4-((((1r,4r)-4-(((benzyloxy)carbonyl)amino)cyclohexyl)amino)methyl)-1H-pyrazol-1-yl)acetate